[2,2-dimethyl-3-(tetrahydro-2h-pyran-2-yloxy)propoxy](trimethyl)-silane CC(CO[Si](C)(C)C)(COC1OCCCC1)C